5-[5-(1-[(2E)-2-(aminomethyl)-3-fluoroprop-2-en-1-yl]-5-oxo-1,5-dihydro-4H-1,2,4-triazol-4-ylmethyl)thiophen-2-yl]-1-methyl-1,3-dihydro-2H-pyrrolo[2,3-b]pyridin-2-one hydrochloride Cl.NC/C(/CN1N=CN(C1=O)CC1=CC=C(S1)C=1C=C2C(=NC1)N(C(C2)=O)C)=C\F